ClC1=NC=C2C=C(C(N(C2=C1)C)=O)B1OC(C(O1)(C)C)(C)C 7-chloro-1-methyl-3-(4,4,5,5-tetramethyl-1,3,2-dioxaborolan-2-yl)-1,6-naphthyridin-2(1H)-one